2-[(E)-(1-cyano-1-methyl-ethyl)azo]2-methyl-propionitrile C(#N)C(C)(C)\N=N\C(C#N)(C)C